1-Methyl-4-(3-(3-(methylamino)-1-(thiophen-yl)propoxy)benzyl)-1,2,3,4-tetrahydro-5H-benzo[e][1,4]diazepin-5-one CN1CCN(C(C2=C1C=CC=C2)=O)CC2=CC(=CC=C2)OC(CCNC)C=2SC=CC2